7-bromo-2-chloro-N-((R)-1-((cis)-4-(6-fluoroquinolin-4-yl)cyclohexyl)propan-2-yl)quinazolin-4-amine BrC1=CC=C2C(=NC(=NC2=C1)Cl)N[C@@H](C[C@@H]1CC[C@@H](CC1)C1=CC=NC2=CC=C(C=C12)F)C